C(C)(C)(C)C=1C=C(C=C(C1O)C(C)(C)C)CCC(=O)N(CCCCCCN)C(CCC1=CC(=C(C(=C1)C(C)(C)C)O)C(C)(C)C)=O N,N-bis-[3-(3,5-di-tert-butyl-4-hydroxyphenyl)propionyl]hexamethylenediamine